2-{4-[4-(6-Fluoro-benzo[d]isoxazol-3-yl)-piperidin-1-yl]-butyl}-hexahydro-pyrido[1,2-c]pyrimidine-1,3-dione fumarate C(\C=C\C(=O)O)(=O)O.FC1=CC2=C(C(=NO2)C2CCN(CC2)CCCCN2C(N3C(CC2=O)CCCC3)=O)C=C1